FC1(CNCCN(C1)C1=NC(=NC=2CC(CCC12)C1=CC=CC2=C1N=C(S2)N)OC[C@H]2N(CCC2)C)F 4-(4-(6,6-difluoro-1,4-diazepan-1-yl)-2-(((S)-1-methylpyrrolidin-2-yl)meth-oxy)-5,6,7,8-tetrahydroquinazolin-7-yl)benzo[d]thiazol-2-amine